3-O-α-D-xylopyranosyl-D-xylose [C@H]1([C@H](O)[C@@H](O)[C@H](O)CO1)O[C@H]([C@H](C=O)O)[C@H](O)CO